C(C)(C)C=1C=C(CCSCC2=CNC(O2)=S)C=CC1C(C)C 5-[(3,4-diisopropylphenethylthio)methyl]oxazol-2(3H)-thione